4-{[{(1R)-1-[2-Chloro-3,5-diethoxy-4-(1-hydroxyethyl)phenyl]ethyl}(3,3-difluoro-4-phenylbutyl)carbamoyl]amino}oxane-4-carboxylic acid ClC1=C(C=C(C(=C1OCC)C(C)O)OCC)[C@@H](C)N(C(=O)NC1(CCOCC1)C(=O)O)CCC(CC1=CC=CC=C1)(F)F